(2R)-2-(6-{5-chloro-2-[(oxacyclohex-4-yl)amino]pyrimidin-4-yl}-1-oxo-2,3-dihydro-1H-isoindol-2-yl)-N-[(1S)-1-(2-cyano-5-fluorophenyl)-2-hydroxyethyl]propionamide ClC=1C(=NC(=NC1)NC1CCOCC1)C1=CC=C2CN(C(C2=C1)=O)[C@@H](C(=O)N[C@H](CO)C1=C(C=CC(=C1)F)C#N)C